1,4-diisocyanatomethyl-4-methylcyclohexane N(=C=O)CC1CCC(CC1)(C)CN=C=O